ClC1=CC=C(C=C1)C1(N(C(C2=CC(=CC(=C12)F)C(=O)C1=NC=CC=N1)=O)CC1=NC=C(C=C1)Cl)OCC1(CC1)O 3-(4-chlorophenyl)-2-((5-chloropyridin-2-yl)methyl)-4-fluoro-3-((1-hydroxycyclopropyl)methoxy)-6-(pyrimidine-2-carbonyl)isoindolin-1-one